C(C)(C)(C)OC(=O)N1CCN(CC1)C1=C(NC=2N(C1=O)C(=C(N2)C=2C=C1COCC1=CC2)C=O)CC.S(C#N)CC2=CC1=CC=CC=C1C=C2 2-(thiocyanomethyl)naphthalene tert-butyl-4-(2-(1,3-dihydroisobenzofuran-5-yl)-7-ethyl-3-formyl-5-oxo-5,8-dihydroimidazo[1,2-a]pyrimidin-6-yl)piperazine-1-carboxylate